C(C)OP(=O)(OCC)C(C#N)C 2-Diethoxyphosphorylpropanenitrile